2-[6-(Ethylamino)-4-[2-methyl-4-(4-methyl-1,2,4-triazol-3-yl)pyrazol-3-yl]pyridin-2-yl]-6-[(3S)-3-hydroxypyrrolidine-1-carbonyl]-4-(trifluoromethyl)-3H-isoindol-1-one C(C)NC1=CC(=CC(=N1)N1C(C2=CC(=CC(=C2C1)C(F)(F)F)C(=O)N1C[C@H](CC1)O)=O)C=1N(N=CC1C1=NN=CN1C)C